C(#C)C=1C(=CC=C2C=C(C=C(C12)C1=C(C=2N=C(N=C(C2C=N1)N1CC(CCCC1)NC(C=C)=O)OC[C@]1(N(C[C@@H](C1)F)C)C)F)[C@H](C)O)F N-(1-(7-(8-ethynyl-7-fluoro-3-((S)-1-hydroxyethyl)naphthalen-1-yl)-8-fluoro-2-(((2S,4R)-4-fluoro-1,2-dimethylpyrrolidin-2-yl)methoxy)pyrido[4,3-d]pyrimidin-4-yl)azepan-3-yl)acrylamide